naphthalen-8-d-2-amine C1=C(C=CC2=CC=CC(=C12)[2H])N